bromo-4'-fluoro-1'-methyl-spiro[cyclopropane-1,3'-indoline]-2'-one BrC=1C(=C2C3(C(N(C2=CC1)C)=O)CC3)F